OC1(CC(C1)C(=O)N1CC2(C1)CCC(CC2)C2=NC(=CC=C2)C2(CC2)C)C ((1s,3s)-3-Hydroxy-3-methylcyclobutyl)(7-(6-(1-methylcyclopropyl)pyridin-2-yl)-2-azaspiro[3.5]nonan-2-yl)methanone